FC(C(=O)O)(F)F.N1=CC=C(C=C1)/C=C/C1=NNC2=CC(=CC=C12)C=C1NC(CC2=CC=CC=C12)=O (3-((E)-2-(pyridin-4-yl)vinyl)-1H-indazole-6-yl)methylene-1,2-dihydroisoquinolin-3(4H)-one trifluoroacetate